C(C)(C)(C)C1=C(C2=C(SC(=C2C#N)NC([O-])=O)C(=C1)F)B1OC(CO1)(C)C (tert-butyl 3-cyano-4-(5,5-dimethyl-1,3,2-dioxaborolan-2-yl)-7-fluorobenzo[b]thiophene-2-yl)carbamate